(4aR,8aS)-6-[6-[(5-keto-1H-imidazo[1,2-c]pyrimidin-7-yl)methyl]-2-azaspiro[3.3]heptane-2-carbonyl]-4,4a,5,7,8,8a-hexahydropyrido[4,3-b][1,4]oxazin-3-one O=C1N=C(C=C2N1C=CN2)CC2CC1(CN(C1)C(=O)N1C[C@@H]3[C@@H](OCC(N3)=O)CC1)C2